28-bromo-4,7,10,13,16,19,22-heptaoxaoctacos-1-yne BrCCCCCCOCCOCCOCCOCCOCCOCCOCC#C